F[B-](F)(F)F.FC([S+]1C2=C(C3=C1C=CC=C3)C=CC=C2)(F)F 5-(trifluoromethyl)dibenzothiophenium tetrafluoroborate